O=C1NC(CCC1N1C(C2=CC=C(C(=C2C1)OC)CNC(OC(C)(C)C)=O)=O)=O tert-butyl ((2-(2,6-dioxopiperidin-3-yl)-4-methoxy-1-oxoisoindolin-5-yl)methyl)carbamate